1,1':2',1'':4'',1'''-quaterphenyl C1(=CC=CC=C1)C=1C(=CC=CC1)C1=CC=C(C=C1)C1=CC=CC=C1